N1=CCCC1C(=O)O.FC(=C(F)F)OC(C(Br)(F)F)(F)F Perfluoro(2-bromoethoxy)ethene 1-pyrroline-5-carboxylate